C1CN(CCC12CCNCC2)CC2CCC(CC2)N2N=C(C(=C2)N2CC=C1N2C=CC(=N1)N1C[C@H](CCC1)O)C(F)F N-(1-((1R,4S)-4-((3,9-diazaspiro[5.5]undecane-3-yl)methyl)cyclohexyl)-3-(Difluoromethyl)-1H-pyrazol-4-yl)-5-((S)-3-hydroxypiperidin-1-yl)pyrazolo[1,5-a]pyrimidine